ClC1=C(C=CC=C1C1=C(C(=NC=C1)C1=CC=2CCCC(C2C=C1)NC[C@@H](C)O)Cl)C1=CC=C(C(=N1)OC)CNC[C@H]1CCC(N1)=O (5R)-5-((((6-(2-chloro-3-(3-chloro-2-(5-(((R)-2-hydroxypropyl)amino)-5,6,7,8-tetrahydronaphthalen-2-yl)pyridin-4-yl)phenyl)-2-methoxypyridin-3-yl)methyl)amino)methyl)pyrrolidin-2-one